(R)-5-amino-N-(1-(4-cyclopropyl-2-fluoro-5-methylphenyl)ethyl)-N-methyl-6,8-dihydro-1H-furo[3,4-d]pyrrolo[3,2-b]pyridine-2-carboxamide NC1=C2C(=C3C(=N1)C=C(N3)C(=O)N(C)[C@H](C)C3=C(C=C(C(=C3)C)C3CC3)F)COC2